IC1=CC=C(C=C1)N1NC2=CC=CC=C2C1=O 2-(4-iodophenyl)-indazol-3-one